FC=1C=C2[C@H](CCOC2=C(C1)F)N1C[C@H](NCC1)C1=C(C=CC=C1)C (R)-1-((S)-6,8-difluorochroman-4-yl)-3-(o-tolyl)piperazine